COC=1C=CC=C2CCC(C12)C(=O)O 7-methoxyindan-1-carboxylic acid